C(=C)C1=CC=C(CCCCNC2=NC(=NC(=N2)S)S)C=C1 6-(4-vinylbenzyl-n-propyl)amino-1,3,5-triazine-2,4-dithiol